CN1C(=NC(=C1)NC(CCNC(=O)C=1N(C=C(C1)NC(=O)C=1N(C=CN1)C)C)=O)C(=O)N 1-methyl-4-(3-(1-methyl-4-(1-methyl-1H-imidazole-2-carboxamido)-1H-pyrrole-2-carboxamido)propanamido)-1H-imidazole-2-carboxamide